4-((1,4-dioxo-8-azaspiro[4.5]dec-8-yl)methyl)piperidine-1-carboxylic acid tert-butyl ester C(C)(C)(C)OC(=O)N1CCC(CC1)CN1CCC2(C(CCC2=O)=O)CC1